C1(CCC1)OC=1C=C(C=CC1)C1=CC(=NN1CC1=C(C=CC=C1)OCC)COC(C(=O)OC)(C)C Methyl 2-([5-(3-cyclobutoxyphenyl)-1-[(2-ethoxyphenyl)-methyl]-1H-pyrazol-3-yl]methoxy)-2-methylpropanoate